4-(2-((1-(4-amino-7-bromopyrrolo[2,1-f][1,2,4]triazin-5-yl)piperidin-3-yl)carbamoyl)-5-(difluoromethyl)thiophen-3-yl)piperidine-1-carboxylate NC1=NC=NN2C1=C(C=C2Br)N2CC(CCC2)NC(=O)C=2SC(=CC2C2CCN(CC2)C(=O)[O-])C(F)F